tert-Butyl (S)-4-(7-(8-chloronaphthalen-1-yl)-2,8-difluoroquinazolin-4-yl)-2-(cyanomethyl)piperazine-1-Formate ClC=1C=CC=C2C=CC=C(C12)C1=CC=C2C(=NC(=NC2=C1F)F)N1C[C@@H](N(CC1)C(=O)OC(C)(C)C)CC#N